O(S(=O)(=O)C(F)(F)F)C1=CC(=C(C(=C1)F)C=1C=NC(=CC1)F)F [3,5-difluoro-4-(6-fluoro-3-pyridinyl) phenyl] triflate